FC=1C=CC2=C(C1)C1=C(C(N([C@](CO1)(C(=O)NCC1=NC=CC=C1OC)C)CC=1N=NN(C1)CCO)=O)O2 (R)-9-fluoro-4-((1-(2-hydroxyethyl)-1H-1,2,3-triazol-4-yl)methyl)-N-((3-methoxypyridin-2-yl)methyl)-3-methyl-5-oxo-2,3,4,5-tetrahydrobenzofuro[2,3-f][1,4]oxazepine-3-carboxamide